ClC=1C=CC2=C(N(C(CN(S2(=O)=O)[C@@H]([C@H](C)C2=C(C(=CC=C2F)C)C)C2=NNC(O2)=O)=O)C)C1 5-((1S,2R)-1-(7-chloro-5-methyl-1,1-dioxido-4-oxo-4,5-dihydrobenzo[f][1,2,5]thiadiazepin-2(3H)-yl)-2-(6-fluoro-2,3-dimethylphenyl)propyl)-1,3,4-oxadiazol-2(3H)-one